ClC=1C(=C(C=CC1)NC1C2=C(C=3N(CC1)N=NC3C)C=CC(=C2)C=2CCN(CC2)C2CCCC2)F N-(3-chloro-2-fluorophenyl)-9-(1-cyclopentyl-1,2,3,6-tetrahydropyridin-4-yl)-1-methyl-6,7-dihydro-5H-benzo[c][1,2,3]triazolo[1,5-a]azepin-7-amine